CC1N(CC1C1=CC=C(C=C1)OC(F)(F)F)C(=O)OC(C)(C)C tert-Butyl 2-methyl-3-(4-(trifluoromethoxy)phenyl)azetidine-1-carboxylate